[N-](S(=O)(=O)C(F)(F)C(F)(F)F)S(=O)(=O)C(F)(F)C(F)(F)F.[Li+] Lithium bisperfluoroethylsulfonylimide